OC1CN(C1)C(=O)OC1[C@@H]([C@@H]2CC[C@H]([C@@H]3CC[C@]4(OO[C@]32[C@@H](O1)O4)C)C)C (3R,5aS,6R,8aS,9R,12S,12aR)-decahydro-3,6,9-trimethyl-3,12-epoxy-12H-pyrano[4,3-j]-1,2-benzodioxepin-10-yl 3-hydroxyazetidine-1-carboxylate